ClCC(=O)N1CCCC1 2-chloro-1-(pyrrolidin-1-yl)ethanone